(R)-5-cyclopropyl-5-((S)-2-methyl-3-oxo-3-(5-(trifluoromethyl)isoindolin-2-yl)propyl)imidazolidine-2,4-dione C1(CC1)[C@@]1(C(NC(N1)=O)=O)C[C@@H](C(N1CC2=CC=C(C=C2C1)C(F)(F)F)=O)C